tert-Butyl (3-cyano-4-(3-(ethylthio)-5-fluoro-7,9-dihydrofuro[3,4-f]quinazolin-6-yl)benzo[b]thiophen-2-yl)carbamate C(#N)C=1C2=C(SC1NC(OC(C)(C)C)=O)C=CC=C2C=2C1=C(C=3C=NC(=NC3C2F)SCC)COC1